Cl.C(#N)C1=CC=C(C=C1)C1=C(NC2=CC=C(C=C12)F)C(=O)NC[C@H](CC(CN)O)N 3-(4-cyanophenyl)-N-((2S)-2,5-diamino-4-hydroxypentyl)-5-fluoro-1H-indole-2-carboxamide hydrogen chloride salt